O1CCC=2C1=CN=CC2 dihydrofuro[2,3-c]pyridine